NC1=C(C(=O)OC)C=C(C=C1)N1CCC(CC1)C1=C(C(=CC=C1)C)C methyl 2-amino-5-(4-(2,3-dimethylphenyl)piperidin-1-yl)benzoate